(4R)-4-hydroxy-2-(silyloxymethyl)-2-cyclopenten-1-one O[C@H]1C=C(C(C1)=O)CO[SiH3]